C(C)(C)C1=C(NC2=CC=C(C=C12)C1CCNCC1)C=1C=C(C(N(C1C)C)=O)C#N 5-(3-isopropyl-5-(piperidin-4-yl)-1H-indol-2-yl)-1,6-dimethyl-2-oxo-1,2-dihydropyridine-3-carbonitrile